ClC1=CC=C(C(=N1)C=1C(=NNC1)C)NC(C)C=1C=C(C=C2C(N(C=3N(C12)C=NC3C(=O)N(C)C)C)=O)C 9-(1-((6-chloro-2-(3-methyl-1H-pyrazol-4-yl)pyridin-3-yl)amino)ethyl)-N,N,4,7-tetramethyl-5-oxo-4,5-dihydroimidazo[1,5-a]quinazoline-3-carboxamide